N[C@H]1CN(C[C@@H]1O)S(=O)(=O)C1(CC1)CN1C(C2=C(CC1)C(=NN2C)C(=O)NCC2=CC=C(C=C2)C#N)=O 6-((1-(((3S,4S)-3-Amino-4-hydroxypyrrolidin-1-yl)sulfonyl)cyclopropyl)methyl)-N-(4-cyanobenzyl)-1-methyl-7-oxo-4,5,6,7-tetrahydro-1H-pyrazolo[3,4-c]pyridine-3-carboxamide